4-cyano-4-(dodecyl-sulfonyl-thiocarbonyl)sulfonyl-valeric acid C(#N)C(CCC(=O)O)(C)S(=O)(=O)C(=S)S(=O)(=O)CCCCCCCCCCCC